C[C@H]1CN(CCN1)C(=O)OC(C)(C)C Tert-butyl (S)-3-methylpiperazine-1-carboxylate